[N+](=O)([O-])C1=C(C(=CC(=C1)[N+](=O)[O-])[N+](=O)[O-])S(=O)(=O)[O-].[Na+] sodium 2,4,6-Trinitrobenzenesulfonate